methyl 4-(4-(((oxazol-5-ylmethoxy)carbonyl)amino)phenyl)piperidine-1-carboxylate O1C=NC=C1COC(=O)NC1=CC=C(C=C1)C1CCN(CC1)C(=O)OC